1,3-bishydroxypropyl-tetramethyldisiloxane OC(CCO)[SiH](O[Si](C)(C)C)C